CS(=O)[O-].C[N+](C)(C)C tetramethylammonium methanesulfinate